C(C)(C)(C)C=1C=C(C=C(O)C1)O 5-Tert-Butylresorcinol